C(C)(C)(C)OC(CN1C(C=C(C=C1)B(O)O)=O)=O [1-(2-tert-butoxy-2-oxo-ethyl)-2-oxo-4-pyridyl]boronic acid